C(C)(C)(C)OC(=O)N1C[C@H]([C@@H](CC1)F)OC=1C2=C(N=C(N1)Cl)N(C=C2)COCC[Si](C)(C)C trans-3-((2-chloro-7-((2-(trimethylsilyl)ethoxy)methyl)-7H-pyrrolo[2,3-d]pyrimidin-4-yl)oxy)-4-fluoropiperidine-1-carboxylic acid tert-butyl ester